BrC1=CC=C(C=C1)C1=NC(=NO1)C=1C=CC(=C(O\C(\C(=O)NC)=C/OC)C1)C (Z)-2-(5-(5-(4-bromophenyl)-1,2,4-oxadiazol-3-yl)-2-methylphenoxy)-3-methoxy-N-methylacrylamide